4-Methylbenzyl 2-(4-cyano-2-methoxy benzylidene)-3-oxobutanoate C(#N)C1=CC(=C(C=C(C(=O)OCC2=CC=C(C=C2)C)C(C)=O)C=C1)OC